ClC1=C(C(=O)N[C@@H]2[C@H](CN(CC2)C2=NC=C(N=C2)C=2C=3N(C=C(C2)OCC)N=CC3C#N)O)C=C(C=C1)F 2-chloro-N-((3S,4S)-1-(5-(3-cyano-6-ethoxypyrazolo[1,5-a]pyridin-4-yl)pyrazin-2-yl)-3-hydroxypiperidin-4-yl)-5-fluorobenzamide